(R)-Ethyl(imino)(4-((4-(isoindolin-2-ylmethyl)-2-(methylsulfonyl)phenoxy)methyl)-phenyl)-λ6-sulfanone C(C)[S@@](=O)(C1=CC=C(C=C1)COC1=C(C=C(C=C1)CN1CC2=CC=CC=C2C1)S(=O)(=O)C)=N